5-(2-propylbenzoyl)-3-(1-neopentyl-1,2,3,6-tetrahydropyridin-4-yl)-1H-indole C(CC)C1=C(C(=O)C=2C=C3C(=CNC3=CC2)C=2CCN(CC2)CC(C)(C)C)C=CC=C1